Boc-5-oxaproline C(=O)(OC(C)(C)C)N1[C@@H](CCO1)C(=O)O